1-(difluoromethyl)-N-(4-(1-(5-fluoro-1-(methyl-d3)-2-oxo-1,2-dihydroquinazolin-4-yl)-1,2,3,5-tetrahydrobenzo[e][1,4]oxazepin-6-yl)-2-methylbut-3-yn-2-yl)cyclopropane-1-carboxamide FC(C1(CC1)C(=O)NC(C)(C#CC1=CC=CC=2N(CCOCC21)C2=NC(N(C1=CC=CC(=C21)F)C([2H])([2H])[2H])=O)C)F